CSC=1C=C(C=C(C1)C1=CC=C(C=C1)C(F)(F)F)SC1=CN=C(S1)CNC(OC(C)(C)C)=O tert-butyl ((5-((5-(methylthio)-4'-(trifluoromethyl)-[1,1'-biphenyl]-3-yl)thio)thiazol-2-yl)methyl)carbamate